triethylorthosilicate C(C)O[Si](OCC)(OCC)[O-]